((cis)-5-(5-fluoro-4-(2-hydroxypropan-2-yl)-6-methylpyrimidin-2-yl)hexahydropyrrolo[3,4-c]pyrrol-2(1H)-yl)methanone FC=1C(=NC(=NC1C)N1C[C@@H]2[C@H](C1)CN(C2)C=O)C(C)(C)O